[Cl-].[Cl-].C[Zr](C1C=C(C=C1)CCCC)(C1C=CC=2C3=C(C=CC12)C=CC=C3)(=[SiH2])(=[SiH2])(C)(C)C Tetramethyldisilylene(benz[e]inden-3-yl)(3-butyl-cyclopentadienyl)zirconium dichloride